F[B-](F)(F)F.[Zn+2].F[B-](F)(F)F zinc tetrafluoroborate salt